CN1N=NC2=C1C=CC(=C2)CNC(=O)[C@H]2N(C[C@@H](C2)CC2=CC=C(C=C2)OC)C(=O)[C@@H]2NC[C@@H](C2)C=2C=NN(C2)C (2S,4R)-4-(4-methoxy-benzyl)-1-[(2R,4S)-4-(1-methyl-1H-pyrazol-4-yl)-pyrrolidine-2-carbonyl]-pyrrolidine-2-carboxylic acid (1-methyl-1H-benzotriazol-5-ylmethyl)-amide